C1(=CC=CC=C1)P(C1=CC=CC=C1)(C1=CC=CC=C1)[Pd] (triphenylphosphanyl)palladium